FC=1C=C2C(=C(C=NC2=CC1)C(=O)N1CCC(CC1)S(=O)(=O)C)N1CCC(CC1)(C1=CC=CC=C1)C(C)=O 1-(1-(6-Fluoro-3-(4-(methylsulfonyl)piperidine-1-carbonyl)quinolin-4-yl)-4-phenylpiperidin-4-yl)ethanone